C(C1=CC=CC=C1)OC1CC(C1)C1=C(C=CC=C1)C 1-(3-benzyloxycyclobutyl)-2-methyl-benzene